N-(2-chloro-3,6-difluorobenzyl)-6-{5-[(cyclopropylamino)carbonyl]-3-fluoro-2-methylphenyl}nicotinamide ClC1=C(CNC(C2=CN=C(C=C2)C2=C(C(=CC(=C2)C(=O)NC2CC2)F)C)=O)C(=CC=C1F)F